28-methylnonacosyl docos-13-enoate C(CCCCCCCCCCCC=CCCCCCCCC)(=O)OCCCCCCCCCCCCCCCCCCCCCCCCCCCC(C)C